CN1N=CC(=C1)C1=NN2C(=NC=3C=CC=CC3C2=N1)NC1C(NCC1)=O 3-{[2-(1-methyl-1H-pyrazol-4-yl)[1,2,4]triazolo[1,5-c]quinazolin-5-yl]amino}pyrrolidin-2-one